5-(2-hydroxybutoxy)-3-methyl-N-(4-methyl-1,1-dioxidotetrahydro-2H-thiopyran-4-yl)-3H-imidazo[4,5-b]pyridine-2-carboxamide OC(COC1=CC=C2C(=N1)N(C(=N2)C(=O)NC2(CCS(CC2)(=O)=O)C)C)CC